N1C=2C(=CC=C1CC#CC(=O)N)C=NC2 pyrrolo[3,4-b]pyridin-2-ylbut-2-ynamide